OCCC(CO)(CO)N(CC)CC 2-(hydroxyethyl)-2-diethylaminopropane-1,3-Diol